ethylaluminum ethylacetate C(C)OC(C)=O.C(C)[Al]